FCCOC=1C(=NC(=NC1OC)N(CC1=CC=C(C=C1)OC)CC1=CC=C(C=C1)OC)OC 5-(2-Fluoroethoxy)-4,6-dimethoxy-N,N-bis(4-methoxybenzyl)pyrimidin-2-amine